COC(=O)C1=C(N(C(C=C1CCNOCCOC(C)(C)C)=O)C)Cl 4-(2-((2-(tert-Butoxy)ethoxy)amino)ethyl)-2-chloro-1-methyl-6-oxo-1,6-dihydropyridine-3-carboxylic acid methyl ester